CS(=O)(=O)C1=CC=C(C=C1)CC1CC2(CNC2)C1 6-[(4-methylsulfonylphenyl)methyl]-2-azaspiro[3.3]heptane